BrC=1C=CC=C2CCN(C(C12)=O)CC1=CC=C(C=C1)OC 8-bromo-2-[(4-methoxyphenyl)methyl]-3,4-dihydroisoquinolin-1-one